((6-methoxy-2-methyl-1,2,3,4-tetrahydroisoquinolin-7-yl)amino)-5-(m-toluylamino)-1,2,4-triazine-6-carboxamide COC=1C=C2CCN(CC2=CC1NC=1N=NC(=C(N1)NC=1C=C(C=CC1)C)C(=O)N)C